FC(C1=CC=C2C(=NC(=NC2=C1)NC1=C(C=C(C=C1)F)F)NC1=NNC(=C1)C1CC1)(F)F 7-trifluoromethyl-N2-(2,4-difluorophenyl)-N4-(5-cyclopropyl-1H-pyrazol-3-yl)quinazoline-2,4-diamine